((1s,3s)-3-hydroxy-3-methylCyclobutyl)methanone azodiformate N(=NC(=O)O)C(=O)O.OC1(CC(C1)C=O)C